BrC1=C(C(=CC2=C1[C@H]1[C@@](O2)(C(OC1)=O)C1=CC=CC=C1)F)Cl (3AS,8bR)-8-bromo-7-chloro-6-fluoro-3a-phenyl-3a,8b-dihydrofuro[3,4-b]benzofuran-3(1H)-one